6-(1,3-dimethylpyrazol-4-yl)-2-(6-{[(2S,6S)-2,6-dicyclopropylhexahydropyridin-4-yl]oxy}-1,2-diazin-3-yl)-2,3-dihydro-1H-pyrrolo[4,3-c]pyridin-1-one CN1N=C(C(=C1)C1=CC2=C(C=N1)CN(C2=O)C=2N=NC(=CC2)OC2C[C@H](N[C@@H](C2)C2CC2)C2CC2)C